4-((2-(2,6-dioxopiperidin-3-yl)-1-oxoisoindolin-4-yl)carbamoyl)cyclohexane-1-carboxylic acid O=C1NC(CCC1N1C(C2=CC=CC(=C2C1)NC(=O)C1CCC(CC1)C(=O)O)=O)=O